Morpholinyl-(4-(4,4,5,5-tetramethyl-1,3,2-dioxaborol-2-yl)phenyl)methanone N1(CCOCC1)C(=O)C1=CC=C(C=C1)B1OC(C(O1)(C)C)(C)C